FC1([C@@H](C1)C1=NNC(=C1)NC([C@H](C)C=1C=NN(C1)C1=CC(=CC(=C1)F)F)=O)F (R)-N-(3-((S)-2,2-difluorocyclopropyl)-1H-pyrazol-5-yl)-2-(1-(3,5-difluorophenyl)-1H-pyrazol-4-yl)propanamide